Cl.Cl.N(=NC(C)(C)C=1NC(CN1)C)C(C)(C)C=1NC(CN1)C 2,2'-azobis[2-(5-methyl-2-imidazolin-2-yl)propane] dihydrochloride salt